F[C@@H]1C(NC(C[C@@H]1N1CCC2=C1N=NC(=C2)C=2C(=CC1=C(N(N=N1)C)C2)O)(C)C)(C)C 6-{7-[(3S,4S)-3-fluoro-2,2,6,6-tetramethylpiperidin-4-yl]-6,7-dihydro-5H-pyrrolo[2,3-c]pyridazin-3-yl}-1-methyl-1H-benzotriazol-5-ol